lauroyl-ethyltrimethylammonium methylsulfate salt COS(=O)(=O)[O-].C(CCCCCCCCCCC)(=O)C[N+](C)(C)CC